(4-((3-(7-amino-3-(2,2,2-trifluoroethyl)benzo[b]thiophen-2-yl)prop-2-yn-1-yl)amino)-3-methoxyphenyl)dimethylphosphine oxide NC1=CC=CC2=C1SC(=C2CC(F)(F)F)C#CCNC2=C(C=C(C=C2)P(C)(C)=O)OC